IC1=C(N)C(=CC(=C1)[N+](=O)[O-])C=1N=CN(C1)C 2-iodo-6-(1-methyl-1H-imidazol-4-yl)-4-nitroaniline